C(CCC)[Sn](SCCCCCCCCCCCC)(SCCCCCCCCCCCC)CCCC dibutylbis(dodecylthio)tin